ClCCN1CCC(CC1)COC1=CC(=C2C(NC(=NC2=C1)CC1CCCC1)=O)F 7-((1-(2-chloroethyl)piperidin-4-yl)methoxy)-2-(cyclopentylmethyl)-5-fluoroquinazolin-4(3H)-one